2-dibromoacetyl-benzimidazole mesyl-phosphoramidite S(=O)(=O)(C)NP(O)O.BrC(C(=O)C=1NC2=C(N1)C=CC=C2)Br